N-(2-cyclopropyl-2,2-difluoroethyl)-5-(8-fluoro-[1,2,4]triazolo[1,5-a]pyridin-6-yl)-7H-pyrrolo[2,3-d]pyrimidin-2-amine C1(CC1)C(CNC=1N=CC2=C(N1)NC=C2C=2C=C(C=1N(C2)N=CN1)F)(F)F